8-methoxy-2-methyl-N-(propan-2-yl)-7-[3-(pyrrolidin-1-yl)propoxy]-1H,2H,3H-cyclopenta[c]quinolin-4-amine formate C(=O)O.COC1=CC=2C3=C(C(=NC2C=C1OCCCN1CCCC1)NC(C)C)CC(C3)C